(4-(2-(1,3-dioxoisoquinolin-2-yl)ethyl)-1,4-diazepan-1-yl)-6,7-dimethoxyquinoline-3-carbonitrile O=C1N(C(CC2=CC=CC=C12)=O)CCN1CCN(CCC1)C1=NC2=CC(=C(C=C2C=C1C#N)OC)OC